O=C1N(C(CC1)=O)CC(C(=O)O)CCC(=O)O.C(CCCC(=O)O)(=O)OC methyl glutarate (2,5-Dioxopyrrolidin-1-yl methyl glutarate)